N-[8-(furan-2-yl)-2-methylimidazo[1,2-a]pyrazin-6-yl]cyclopropanecarboxamide O1C(=CC=C1)C=1C=2N(C=C(N1)NC(=O)C1CC1)C=C(N2)C